(4-(5-((3r,5r,7r)-adamantan-1-yl)pentyl)piperazin-1-yl)(5-(4-chlorophenyl)-1-(2,4-dichlorophenyl)-4-methyl-1H-pyrazol-3-yl)methanone C12(CC3CC(CC(C1)C3)C2)CCCCCN2CCN(CC2)C(=O)C2=NN(C(=C2C)C2=CC=C(C=C2)Cl)C2=C(C=C(C=C2)Cl)Cl